(2S,3aR,7aS)-1-[(S)-N-[(S)-1-Carboxy-3-phenylpropyl]alanyl]hexahydro-2-indolinecarboxylic acid, 1-ethyl ester C(=O)(O)[C@H](CCC1=CC=CC=C1)N[C@@H](C)C(=O)N1[C@@H](C[C@H]2CCCC[C@H]12)C(=O)OCC